2-Methoxy-3-(2-(methylthio)thiazol-5-yl)aniline COC1=C(N)C=CC=C1C1=CN=C(S1)SC